Cl.ClC1=CC=C(CCN(C(CN2N=CC(=C2)NC(CCOC2=CC=CC=C2)=O)=O)C)C=C1 N-(1-(2-((4-chlorophenethyl)(methyl)amino)-2-oxoethyl)-1H-pyrazol-4-yl)-3-phenoxypropanamide hydrochloride